ClC1=NC=C(C(=N1)NCCCN1CCCC1)C1CC1 2-chloro-5-cyclopropyl-N-(3-(pyrrolidin-1-yl)propyl)pyrimidin-4-amine